6-(1,3-dioxaisoindolin-2-yl)-N,N-dimethylnaphthalene-1-sulfonamide O1N(OC2=CC=CC=C12)C=1C=C2C=CC=C(C2=CC1)S(=O)(=O)N(C)C